2-hydroxy-3-methyl-4-nitropyridine OC1=NC=CC(=C1C)[N+](=O)[O-]